tert-butyl 3,19,35-trioxo-1-phenyl-2,7,10,13,16,23,26,29,32,39,42,45,48-tridecaoxa-4,20,36-triazahenpentacontan-51-oate O=C(OCC1=CC=CC=C1)NCCOCCOCCOCCOCCC(NCCOCCOCCOCCOCCC(NCCOCCOCCOCCOCCC(=O)OC(C)(C)C)=O)=O